C(C)OC(CCOCCO)=O.OC1=C(C=CC=C1)C=1N=C(NC1)C1N(CCCC1)C(C(C)SC)=O 1-(2-(4-(2-hydroxyphenyl)-1H-imidazol-2-yl)piperidin-1-yl)-2-(methylsulfanyl)propan-1-one ethyl-3-(2-hydroxyethoxy)propanoate